2,2,2-trichloroethyl (3-(tert-butyl)-1-(3-chloro-4-methylphenyl)-1H-pyrazol-5-yl)carbamate C(C)(C)(C)C1=NN(C(=C1)NC(OCC(Cl)(Cl)Cl)=O)C1=CC(=C(C=C1)C)Cl